P(OCC)(OCC)(=S)SCCSCC diethyl S-2-ethylthioethyl phosphorodithioate